C(C=C)N1N(C2=NC(=NC=C2C1=O)NC1=CC2=C(N(C=N2)C(C)C)C=C1)C1=NC(=CC=C1)OC1CCN(CC1)C 2-allyl-6-((1-isopropyl-1H-benzo[d]imidazol-5-yl)amino)-1-(6-((1-methylpiperidin-4-yl)oxy)pyridin-2-yl)-1,2-dihydro-3H-pyrazolo[3,4-d]pyrimidin-3-one